4-[(3-methoxy-4-{5-[(morpholin-4-yl)methyl]-1,2,4-oxadiazol-3-yl}pyridin-2-yl)amino]-N-(2H3)methyl-6-propionylaminopyridazine-3-carboxamide COC=1C(=NC=CC1C1=NOC(=N1)CN1CCOCC1)NC1=C(N=NC(=C1)NC(CC)=O)C(=O)NC([2H])([2H])[2H]